FC1=C(C(=C(C(C(=O)[O-])=C1)C(=O)[O-])F)F.[Na+].[Na+] sodium trifluorophthalate